1-(2-chloroethyl)-3-(2-(methoxymethyl)phenyl)urea ClCCNC(=O)NC1=C(C=CC=C1)COC